fluorenylbenzothiadiazole C1(=CC=CC=2C3=CC=CC=C3CC12)C1=CC=CC2=C1N=NS2